N-(3,5-dichloropyridin-4-yl)-3,4-bis-difluoromethoxybenzamide ClC=1C=NC=C(C1NC(C1=CC(=C(C=C1)OC(F)F)OC(F)F)=O)Cl